ClC=1C=C(C=CC1C(F)(F)F)N1CC2=CC(=C(C=C2CC1)F)F N-(3-Chloro-4-(trifluoromethyl)phenyl)-6,7-difluoro-3,4-dihydroisoquinoline